(S)-2-amino-2-methylhexanoic acid N[C@](C(=O)O)(CCCC)C